C(C)(C)(C)NCCN1C(CCC1)=O tert-butylaminoethylpyrrolidone